ClC1=CC=C(N=N1)N(C(=O)C1=NC(=CN=C1)C1=CC=C(C=C1)C(F)(F)F)C N-(6-chloropyridazin-3-yl)-N-methyl-6-(4-(trifluoromethyl)phenyl)pyrazine-2-carboxamide